2-(2-(difluoromethoxy)-7-methylquinoxalin-5-yl)-N-(4-methoxyphenyl)thiazole-4-carboxamide FC(OC1=NC2=CC(=CC(=C2N=C1)C=1SC=C(N1)C(=O)NC1=CC=C(C=C1)OC)C)F